SC(CC(=O)OCCCCOC(CC(CC)S)=O)CC butylene glycol bis(3-mercaptovalerate)